C(C1=CC=CC=C1)=NC1=CC=C(C=C1)C N-(benzylidene)-4-methylaniline